(1R,2S,5S)-N-[cyano-(4-isopropoxy-3-pyridyl)methyl]-3-[(2S)-3,3-dimethyl-2-[(2,2,2-trifluoroacetyl)amino]butanoyl]-6,6-dimethyl-3-azabicyclo[3.1.0]hexane-2-carboxamide C(#N)C(NC(=O)[C@@H]1[C@H]2C([C@H]2CN1C([C@H](C(C)(C)C)NC(C(F)(F)F)=O)=O)(C)C)C=1C=NC=CC1OC(C)C